N1N=CC(=C1)NC1=NC=CC(=N1)C=1C=CC2=C(CN(CCC2NC(=O)C=2OC(=NN2)C(C)(C)C)C2COC2)C1 N-(8-(2-((1H-pyrazol-4-yl)amino)pyrimidin-4-yl)-2-(oxetan-3-yl)-2,3,4,5-tetrahydro-1H-benzo[c]azepin-5-yl)-5-(tert-butyl)-1,3,4-oxadiazole-2-carboxamide